Cl.N[C@@H]([C@H](C)C1=C(C(=CC=C1F)Cl)C)C1=NNC(O1)=O 5-((1S,2R)-1-amino-2-(3-chloro-6-fluoro-2-methylphenyl)propyl)-1,3,4-oxadiazol-2(3H)-one monohydrochloride